C1(CC1)CN1C(=CC=2C1=NC=CC2)C2=NC1=C(N2CC)C(=CC(=C1)C(=O)O)OC 2-[1-(cyclopropylmethyl)-1H-pyrrolo[2,3-b]pyridin-2-yl]-1-ethyl-7-methoxy-1H-1,3-benzodiazole-5-carboxylic acid